benzyl 4-amino-6-bromo-3-chloro-5-fluoropicolinate NC1=C(C(=NC(=C1F)Br)C(=O)OCC1=CC=CC=C1)Cl